2-(7-((2S,5R)-4-(di-p-tolylmethyl)-2,5-dimethylpiperazin-1-yl)-4-methyl-5-oxo-4,5-dihydro-2H-pyrazolo[4,3-b]pyridin-2-yl)acetonitrile C1(=CC=C(C=C1)C(N1C[C@@H](N(C[C@H]1C)C=1C=2C(N(C(C1)=O)C)=CN(N2)CC#N)C)C2=CC=C(C=C2)C)C